CN1N=C(C=C1CC1=CC=C(C=C1)C(F)(F)F)C(=O)O 1-methyl-5-(4-(trifluoromethyl)benzyl)-1H-pyrazole-3-carboxylic acid